dihydrosiloxazine [SiH2]1ONCC=C1